FC1=C(CN(C(=O)OCC)C=2SC(=C(C2C(=O)OC(C)(C=CC2=CSC=C2)C)C)C2=CC=C(C=C2)[N+](=O)[O-])C(=CC=C1)F 2-methyl-4-(thiophen-3-yl)but-3-en-2-ol 2-((2,6-difluorobenzyl)(ethoxycarbonyl)amino)-4-methyl-5-(4-nitrophenyl)thiophene-3-carboxylate